CC1CCC(CC1)OS(=O)(=O)C methanesulfonic acid (1r,4r)-4-methylcyclohexyl ester